[I-].N1=BC=CC=C1 azaborine iodide